5-amino-8-[(cis)-2,6-dimethylmorpholin-4-yl]-2-[(2-methoxy-3-pyridyl)methyl]-7-phenyl-[1,2,4]triazolo[4,3-c]pyrimidin-3-one NC1=NC(=C(C=2N1C(N(N2)CC=2C(=NC=CC2)OC)=O)N2C[C@H](O[C@H](C2)C)C)C2=CC=CC=C2